2'-((R)-1-((2-amino-6-((S)-3-(ethoxycarbonyl)-2,8-diazaspiro[4.5]decan-8-yl)pyrimidin-4-yl)oxy)-2,2,2-trifluoroethyl)-5'-chloro-[1,1'-biphenyl]-3-carboxylic acid NC1=NC(=CC(=N1)O[C@@H](C(F)(F)F)C1=C(C=C(C=C1)Cl)C1=CC(=CC=C1)C(=O)O)N1CCC2(C[C@H](NC2)C(=O)OCC)CC1